4-[(5-fluoropiperidin-3-yl)amino]-6-[4-(morpholin-4-ylmethyl)phenyl]pyrido[3,2-d]pyrimidine-8-carboxamide FC1CC(CNC1)NC=1C2=C(N=CN1)C(=CC(=N2)C2=CC=C(C=C2)CN2CCOCC2)C(=O)N